(4-(((3R,4R)-1-(2-cyanoacetyl)-4-methylpiperidin-3-yl) (methyl)amino)-7H-pyrrolo[2,3-d]pyrimidin-7-yl)methyl 2-(1,8-diethyl-1,3,4,9-tetrahydropyrano[3,4-b]indol-1-yl)acetate C(C)C1(OCCC2=C1NC1=C(C=CC=C21)CC)CC(=O)OCN2C=CC1=C2N=CN=C1N(C)[C@H]1CN(CC[C@H]1C)C(CC#N)=O